N-Benzyl-2-(4-((1,2,3,4-tetrahydroisochinolin-7-yl)oxy)-1H-pyrrolo[2,3-b]pyridin-3-yl)pyrimidin-4-amin C(C1=CC=CC=C1)NC1=NC(=NC=C1)C1=CNC2=NC=CC(=C21)OC2=CC=C1CCNCC1=C2